[Mn](=O)(=O)([O-])[O-].[Li+].[Co+2].[Ni+2] nickel cobalt lithium manganate